CN1N=CC(=C1C)C1=CC=C(C(=N1)OC)NC=1N=CC2=C(N1)C(=NC=C2)NCC(C)(C)OC N2-(6-(1,5-dimethyl-1H-pyrazol-4-yl)-2-methoxypyridin-3-yl)-N8-(2-methoxy-2-methylpropyl)pyrido[3,4-d]pyrimidine-2,8-diamine